(1-(methylamino)ethyl)-1,7-naphthyridin-8(7H)-one CNC(C)C1=NC=2C(NC=CC2C=C1)=O